1-(8-cyano-quinoxalin-5-yl)-5-methyl-piperidine-3-carboxylic acid methylamide CNC(=O)C1CN(CC(C1)C)C1=C2N=CC=NC2=C(C=C1)C#N